3,5-dimethoxy-1-fluorobenzene COC=1C=C(C=C(C1)OC)F